ClC(C(=O)C1=CC=CC=C1)Cl 2,2-dichloroacetophenone